(±)-Trans-2-methoxycarbonylcyclohexane-1-carboxylic acid COC(=O)[C@H]1[C@@H](CCCC1)C(=O)O |r|